4,5,6,7-tetrahydropyrazolo[1,5-a]Pyridine-2-carboxylic acid N1=C(C=C2N1CCCC2)C(=O)O